CC(CC)(C)OC1=C(C=CC=C1)C 2-methylphenyl 1,1-dimethyl-propyl ether